1-(4-(2,6-dioxopiperidin-3-yl)-3,5-difluorophenyl)azetidin-3-yl (1-methylcyclohexyl)carbamate CC1(CCCCC1)NC(OC1CN(C1)C1=CC(=C(C(=C1)F)C1C(NC(CC1)=O)=O)F)=O